N-(3-chloro-5-(methylsulfonamido)phenyl)-4-(5-ethoxypyridin-2-yl)thiophene-2-carboxamide ClC=1C=C(C=C(C1)NS(=O)(=O)C)NC(=O)C=1SC=C(C1)C1=NC=C(C=C1)OCC